FC=1C=C(C=C(C1)F)C=1C=C2C=CN(C2=C(C1)C(=O)NCC1=CC=C(C(=O)O)C=C1)CC1=CC(=CC=C1)C(F)(F)F 4-((5-(3,5-difluorophenyl)-1-(3-(trifluoromethyl)benzyl)-1H-indole-7-carboxamido)methyl)benzoic acid